C(OC1CC(C1)N1N=CC=C1OC(F)F)(OC1=CC=C(C=C1)[N+](=O)[O-])=O (1s,3s)-3-(5-(difluoromethoxy)-1H-pyrazol-1-yl)cyclobutyl (4-nitrophenyl) carbonate